NC=1C2=C(N(C(N1)=O)C1=C(C=CC=C1)Cl)N=C(C=C2)C(F)(F)F 4-amino-1-(2-chlorophenyl)-7-(trifluoro-methyl)pyrido[2,3-d]pyrimidin-2(1H)-one